2-deuterio-5-[(4R)-4-methyl-8-oxo-3,4,6,7,9,9a-hexahydro-1H-pyrido[1,2-a]pyrazin-2-yl]quinoline-8-carbonitrile [2H]C1=NC2=C(C=CC(=C2C=C1)N1CC2N([C@@H](C1)C)CCC(C2)=O)C#N